(oxazol-2-yl)-2,4,4a,6-tetrahydro-1H,1'H-spiro[[1,4]oxazino[4,3-a]quinoline-5,5'-pyrimidine]-2',4',6'(3'H)-trione O1C(=NC=C1)N1C(NC(C2(C1=O)C1N(C3=CC=CC=C3C2)CCOC1)=O)=O